C1(CC1)CN(C1=CC(N(C=2C=CC(=NC12)C#N)C)=O)C1=CC=C(C=C1)C1=C(C=CC=C1)OC 8-((cyclopropylmethyl)(2'-methoxy-[1,1'-biphenyl]-4-yl)amino)-5-methyl-6-oxo-5,6-dihydro-1,5-naphthyridine-2-carbonitrile